OC1=CC=C(C(=O)OCCCCCCCCCCCCCCCCCCCC)C=C1 eicosyl 4-hydroxybenzoate